(E)-(2-(2-(4-(2-(4-(3-(4-((2,4-BIS(TRIFLUOROMETHYL)BENZYL)OXY)-3-METHOXYPHENYL)-2-CYANOACRYLOYL)PIPERAZIN-1-YL)ETHOXY)-2-CHLOROPHENYL)THIAZOL-4-YL)ACETYL)GLYCINE FC(C1=C(COC2=C(C=C(C=C2)/C=C(/C(=O)N2CCN(CC2)CCOC2=CC(=C(C=C2)C=2SC=C(N2)CC(=O)NCC(=O)O)Cl)\C#N)OC)C=CC(=C1)C(F)(F)F)(F)F